NC=1C=C2C(=CC(N(C2=CC1)C)=O)NC(C(=O)NCC=1C=NN(C1)C)(C)C 2-((6-amino-1-methyl-2-oxo-1,2-dihydroquinolin-4-yl)amino)-2-methyl-N-((1-methyl-1H-pyrazol-4-yl)methyl)propanamide